N-((3R,4S)-3-(4-OXA-7-AZASPIRO[2.5]OCTAN-7-YL)CHROMAN-4-YL)-6-CYCLOPROPYL-7H-PYRROLO[2,3-D]PYRIMIDIN-4-AMINE C1CC12OCCN(C2)[C@H]2COC1=CC=CC=C1[C@@H]2NC=2C1=C(N=CN2)NC(=C1)C1CC1